FC(OC1=CC=C(C=C1)N1C=C(N=C2C(NC(N=C12)(N)OCC)=O)C=1C=CC2=C(N(C(=N2)CCN2CCCC2)C)C1)F 8-(4-(Difluoromethoxy)phenyl)-2-ethoxy-6-(1-methyl-2-(2-(pyrrolidin-1-yl)ethyl)-1H-Benzo[d]imidazol-6-yl)pterin